5-(3-((3s,4r)-4-(3,4-difluorophenyl)-1-(2-methoxyethyl)pyrrolidin-3-yl)ureido)-N,4-dimethyl-1-phenyl-1H-pyrazole-3-carboxamide FC=1C=C(C=CC1F)[C@H]1[C@@H](CN(C1)CCOC)NC(NC1=C(C(=NN1C1=CC=CC=C1)C(=O)NC)C)=O